(S)-N-(7-cyanochroman-4-ylidene)-2-methylpropane-2-sulfinamide C(#N)C1=CC=C2C(CCOC2=C1)=N[S@@](=O)C(C)(C)C